O1[C@@H](C1)CN1CC2=CC=CC=C2CC1 (R)-2-(oxirane-2-ylmethyl)-1,2,3,4-tetrahydroisoquinoline